NC1=C2N=CN(C2=NC=N1)[C@H]1C=C[C@@](C1)(C)OC[P@](=O)(OC1=CC=CC=C1)N[C@@H](C)C(=O)OCC |o1:18| ethyl ((S or R)-((((1S,4R)-4-(6-amino-9H-purin-9-yl)-1-methylcyclopent-2-en-1-yl)oxy)methyl)(phenoxy)phosphoryl)-L-alaninate